4-amino-N-cyclopropyl-N-(4-(trifluoromethyl)benzyl)-1,3-dihydrofuro[3,4-c][1,7]naphthyridine-8-carboxamide NC1=NC=2C=NC(=CC2C2=C1COC2)C(=O)N(CC2=CC=C(C=C2)C(F)(F)F)C2CC2